N-isopropyl-8-methoxy-5-[4-(trifluoromethyl)phenyl]naphthalene-2-carboxamide C(C)(C)NC(=O)C1=CC2=C(C=CC(=C2C=C1)C1=CC=C(C=C1)C(F)(F)F)OC